Cl.N[C@@H]1[C@H](CCC1)CNC(=O)C1=CN(CCS1)C=1C2=C(N=CN1)NC=C2 N-(((1R,2S)-2-aminocyclopentyl)methyl)-4-(7H-pyrrolo[2,3-d]pyrimidin-4-yl)-3,4-dihydro-2H-1,4-thiazine-6-carboxamide hydrochloride